4'-fluoro-N-(3-(4-(3-phenylpropyl)piperidin-1-yl)propyl)-[1,1'-biphenyl]-4-sulfonamide FC1=CC=C(C=C1)C1=CC=C(C=C1)S(=O)(=O)NCCCN1CCC(CC1)CCCC1=CC=CC=C1